2-CHLORO-4,5-DIFLUOROPHENYLBORONIC ACID ClC1=C(C=C(C(=C1)F)F)B(O)O